1-((3S,5R,8R,9S,10S,13R,14S,17R)-14-hydroxy-10,13-dimethyl-17-(5-oxo-2,5-dihydrofuran-3-yl)hexadecahydro-1H-cyclopenta[a]phenanthren-3-yl)-3-(2-(4-methyl-2-oxopiperazin-1-yl)ethyl)urea O[C@]12[C@@H]3CC[C@@H]4C[C@H](CC[C@@]4([C@H]3CC[C@@]2([C@H](CC1)C=1COC(C1)=O)C)C)NC(=O)NCCN1C(CN(CC1)C)=O